N1C(=CC2=CC=CC=C12)C(=O)OC methyl indolcarbate